2-(2-ethylhexyl)thiophene ethyl-3,5-diamino-1-methyl-1H-pyrazole-4-carboxylate C(C)OC(=O)C=1C(=NN(C1N)C)N.C(C)C(CC=1SC=CC1)CCCC